FC1=C(CNC2=NN=C3N2C=CC=C3)C=CC(=C1)B1OC(C(O1)(C)C)(C)C N-(2-fluoro-4-(4,4,5,5-tetramethyl-1,3,2-dioxaborolan-2-yl)benzyl)-[1,2,4]triazolo[4,3-a]pyridin-3-amine